C(C)(C)C1=CN=CO1 5-Isopropyl-1,3-oxazol